Cl.C(C1=CC=CC=C1)[C@H]1N(CCNC1)C1=NC=C2C(=N1)N(N=C2C=2C(=C(C(=C(C2)C(F)(F)F)F)O)F)C (R)-3-(6-(2-benzylpiperazin-1-yl)-1-methyl-1H-pyrazolo[3,4-d]pyrimidin-3-yl)-2,6-difluoro-5-(trifluoromethyl)phenol hydrochloride